3-(bromomethyl)-1-(tetrahydro-2H-pyran-2-yl)-1H-pyrazole BrCC1=NN(C=C1)C1OCCCC1